C(C)(C)[N+](=C(C)CCC1=CC=C(C=C1)OC)[O-] N-isopropyl-4-(4-methoxyphenyl)butan-2-imine oxide